FC(C(=O)O)(F)F.O1N[C@@H](CC1)C=1C=C(C=NC1)C#N 5-[(3S)-isoxazolidin-3-yl]Pyridine-3-carbonitrile trifluoroacetate